N1C=C(C2=CC=CC=C12)C=1NC(=C(N1)C(=O)C1=CC(=C(C(=C1)OC([2H])([2H])[2H])OC([2H])([2H])[2H])OC)[2H] (2-(1H-indol-3-yl)-1H-imidazol-4-yl-5-d)(3-methoxy-4,5-bis(methoxy-d3)phenyl)methanone